C(CCC)N normal butyl-amine